OC1=C2C=CC(OC2=CC(=C1C(=O)N[C@@H]1CN(CCC1)C(=O)OC(C)(C)C)CCCCC)(CCC=C(C)C)C Tert-Butyl (3S)-3-(5-hydroxy-2-methyl-2-(4-methylpent-3-en-1-yl)-7-pentyl-2H-chromen-6-Carboxamido)piperidine-1-carboxylate